S1C=C(C=C1)CC(O)([2H])[2H] (thiophen-3-yl)ethan-1,1-d2-1-ol